N[C@@H]1[C@@H](CCCC1)NC1=NC=2N(C=C1)N=CC2C(=O)NC=2C(=NN(C2)CC)C(N)=O 5-{[(1R,2S)-2-Aminocyclohexyl]amino}-N-(3-carbamoyl-1-ethyl-1H-pyrazol-4-yl)pyrazolo[1,5-a]pyrimidin-3-carboxamid